(Z)-oxacyclohexadec-13-en O1CCCCCCCCCCC\C=C/CC1